C(N)(=O)C1CCC(CC1)N1C2=NC(=NC=C2N=C1NC1=C(C=C(C=C1Cl)C(F)(F)F)Cl)N[C@H]1CN(CCC1)C(=O)OC(C)C (R)-isopropyl 3-(9-((1s,4S)-4-carbamoylcyclohexyl)-8-(2,6-dichloro-4-(trifluoromethyl)phenylamino)-9H-purin-2-ylamino)piperidine-1-carboxylate